9-Isopentyl-4-isopropyl-2,2-dimethyl-1-oxa-4,9-diazaspiro[5.5]undecan-3-on C(CC(C)C)N1CCC2(CN(C(C(O2)(C)C)=O)C(C)C)CC1